1-(4-(bis(4H-benzo[d][1,3]dioxin-6-yl)methyl)piperidine-1-carbonyl)-1H-1,2,4-triazole-3-carbonitrile O1COCC2=C1C=CC(=C2)C(C2CCN(CC2)C(=O)N2N=C(N=C2)C#N)C2=CC1=C(OCOC1)C=C2